C[Si]1(O[Si](O[Si](O[Si](O1)(CCCOC(C=C)=O)C)(CCCOC(C=C)=O)C)(CCCOC(C=C)=O)C)CCCOC(C=C)=O 2,4,6,8-tetramethyl-2,4,6,8-tetrakis[3-acryloxypropyl]cyclotetrasiloxane